N-(2-((4-(3-(cis-2,6-dimethylmorpholino)phenyl)thiazol-2-yl)amino)-2-oxoethyl)-1H-pyrrole-3-carboxamide C[C@@H]1O[C@@H](CN(C1)C=1C=C(C=CC1)C=1N=C(SC1)NC(CNC(=O)C1=CNC=C1)=O)C